6-((5-((3S,4S)-4-amino-3-methyl-2-oxa-8-azaspiro[4.5]decan-8-yl)pyrazin-2-yl)thio)-5-Chloro-3-(2,3-dihydroxypropyl)quinazolin-4(3H)-one N[C@@H]1[C@@H](OCC12CCN(CC2)C=2N=CC(=NC2)SC=2C(=C1C(N(C=NC1=CC2)CC(CO)O)=O)Cl)C